C12(CC3CC(CC(C1)C3)C2)OC(N([C@H](C(N[C@H](C=O)C[C@H]2C(NCC2)=O)=O)CC(C)C)C)=O ((3S,5S,7S)-Adamantan-1-yl)methyl((S)-4-methyl-1-oxo-1-(((S)-1-oxo-3-((S)-2-oxopyrrolidin-3-yl)propan-2-yl)amino)pentan-2-yl)carbamate